methylenebisbehenamide C(CCCCCCCCCCCCCCCCCCCCCC(=O)N)CCCCCCCCCCCCCCCCCCCCCC(=O)N